1-[(4S)-8-chlorochroman-4-yl]-3-(1-tetrahydropyran-4-ylpyrazol-3-yl)urea ClC=1C=CC=C2[C@H](CCOC12)NC(=O)NC1=NN(C=C1)C1CCOCC1